NC=1C=C(C(=O)OC)C=C(C1C)C#CC1=C(C=C(C=C1)OCC=1C(=NOC1C1CC1)C1=C(C=CC=C1Cl)Cl)Cl methyl 3-amino-5-((2-chloro-4-((5-cyclopropyl-3-(2,6-dichlorophenyl) isoxazol-4-yl) methoxy) phenyl) ethynyl)-4-methylbenzoate